ClC=1C=C(C=CC1)C1=NC(=NC(=N1)C1=CC=CC=C1)C=1C=C(C=C(C1)C1=C(C=CC=C1)N1C(=NC2=C1C=CC=C2)C)C2=CC=CC=C2 1-(5'-(4-(3-chlorophenyl)-6-phenyl-1,3,5-triazin-2-yl)-[1,1':3',1''-terphenyl]-2-yl)-2-methyl-1H-benzo[d]imidazole